2-(5-chloro-2-fluorophenyl)-N-pyridin-4-ylpteridin-4-amine ClC=1C=CC(=C(C1)C1=NC2=NC=CN=C2C(=N1)NC1=CC=NC=C1)F